3-bromo-1-(p-tolyl)propan-1-one BrCCC(=O)C1=CC=C(C=C1)C